3-{5-[(1-Methyl-1H-pyrazol-4-yl)methoxy]-1-benzofuran-2-yl}pyridine-4-carbonitrile CN1N=CC(=C1)COC=1C=CC2=C(C=C(O2)C=2C=NC=CC2C#N)C1